ClC1=NC=2N(C3=CC=C(C=C13)OC(C)=O)N=CN2 acetic acid 5-chloro-[1,2,4]triazolo[1,5-a]quinazolin-7-yl ester